ONC(=O)C1=CC=C2C=CN(C2=C1)CCOC=1C=C(CN(C(OC(C)(C)C)=O)C)C=CC1 tert-Butyl (3-(2-(6-(hydroxycarbamoyl)-1H-indol-1-yl)ethoxy)benzyl)(methyl)carbamate